OC1=C(C=CC=C1)C1=CC2=C(N=N1)NC1=C2C(N(CC1)C1=NC=C(C=N1)N1CCC(CC1)C=O)C 1-(2-(3-(2-hydroxyphenyl)-5-methyl-7,8-dihydro-5H-pyrido[3',4':4,5]pyrrolo[2,3-c]pyridazin-6(9H)-yl)pyrimidin-5-yl)piperidine-4-carbaldehyde